O1C(=CC=C1)CN1[C@@H](CCC1)C(=O)O (2-furanylmethyl)-proline